OC=1C=CC(=NC1)C1=NC=C(C=C1)O 5,5'-dihydroxy-2,2'-bipyridine